BrC=1C=C(C(=NC1)OC1CC(C1)NC(OC(C)(C)C)=O)[N+](=O)[O-] tert-Butyl (3-((5-bromo-3-nitropyridin-2-yl)oxy)cyclobutyl)carbamate